(Z)-non-3-en-1-yl octanoate C(CCCCCCC)(=O)OCC\C=C/CCCCC